(S)-N-(2,3-dihydro-1H-inden-1-yl)-2-(2-methylpyridin-3-yl)benzo[d]thiazole-6-carboxamide [C@@H]1(CCC2=CC=CC=C12)NC(=O)C1=CC2=C(N=C(S2)C=2C(=NC=CC2)C)C=C1